C1(CCCCC1)CN1C(=NOC1)CC1=CC=NC=C1 4-(cyclohexylmethyl)-3-(pyridin-4-ylmethyl)-4,5-dihydro-1,2,4-oxadiazol